(5-(3-(cyanomethyl)pyrrolidine-1-carboxamido)-2-methylphenyl)boronic acid C(#N)CC1CN(CC1)C(=O)NC=1C=CC(=C(C1)B(O)O)C